methyl (S)-1-((S)-3-(4-bromothiazol-2-yl)-2-((tert-butoxycarbonyl)amino)propanoyl)hexahydropyridazine-3-carboxylate BrC=1N=C(SC1)C[C@@H](C(=O)N1N[C@@H](CCC1)C(=O)OC)NC(=O)OC(C)(C)C